5-(2-((5,6-difluoro-2,3-dihydro-1H-inden-2-yl)amino)pyrimidin-5-yl)-1,3,4-oxadiazole Methyl-3-pyrrolidinecarboxylate hydrochloride Cl.COC(=O)C1CNCC1.FC=1C=C2CC(CC2=CC1F)NC1=NC=C(C=N1)C1=NN=CO1